ClC=1C2=CN(N=C2C=CC1SC=1C=2N(C(=NC1)N1CCC3([C@@H](C=4N(N=CC4)C3)N)CC1)C=CN2)C (S)-1-(8-((4-chloro-2-methyl-2H-indazol-5-yl)thio)imidazo[1,2-c]pyrimidin-5-yl)-4'H,6'H-spiro[piperidine-4,5'-pyrrolo[1,2-b]pyrazol]-4'-amine